C(C1=CC=CC=C1)(C1=CC=CC=C1)(C1=CC=CC=C1)OC1=CC=C(C=C1)C(C)(C)C1=CC=C(OCC2=NC(=NC=C2)CNS(=O)=O)C=C1 N-(4-((4-(2-(4-(trityloxy)phenyl)propan-2-yl)phenoxy)methyl)pyrimidin-2-yl)methylsulfonamide